6-(2-Chlorophenyl)-4-oxa-7-azaspiro[2.5]octane ClC1=C(C=CC=C1)C1COC2(CC2)CN1